5,13-Dimethyltricosane CC(CCCC)CCCCCCCC(CCCCCCCCCC)C